N-((S)-3,3-dimethylbutan-2-yl)-5-((1S,4r)-4-methoxycyclohexyl)-1-methyl-4-((4-methylphenyl)sulphonamido)-1H-pyrazole-3-carboxamide CC([C@H](C)NC(=O)C1=NN(C(=C1NS(=O)(=O)C1=CC=C(C=C1)C)C1CCC(CC1)OC)C)(C)C